BrC1=CSC2=C1C(=NC=C2)NC(OC(C)(C)C)=O tert-butyl (3-bromothieno[3,2-c]pyridin-4-yl)carbamate